2,3,5,6-tetramethylnaphthalenesulfonate CC1=C(C2=CC=C(C(=C2C=C1C)C)C)S(=O)(=O)[O-]